(R)-2-((2-(6-chloro-1H-pyrazolo[3,4-b]pyridin-1-yl)-5-nitropyridin-4-yl)amino)propanenitrile 5-(trifluoromethyl)-4,5-dihydrofuran-2-carboxylate FC(C1CC=C(O1)C(=O)O)(F)F.ClC1=CC=C2C(=N1)N(N=C2)C2=NC=C(C(=C2)N[C@@H](C#N)C)[N+](=O)[O-]